6-((3-((4-hydroxyphenyl)diazenyl)benzyl)oxy)-9H-purine-2-amine OC1=CC=C(C=C1)N=NC=1C=C(COC2=C3N=CNC3=NC(=N2)N)C=CC1